CC1=CC=C(C=C1)C(=O)C1=C(SC2=C1CCCC2)N (2-amino-4,5,6,7-tetrahydro-1-benzothiophen-3-yl) (4-methylphenyl) ketone